(1R,3S)-3-aminocyclohexylcarbamic acid tert-butyl ester C(C)(C)(C)OC(N[C@H]1C[C@H](CCC1)N)=O